C(CCCCCCC)C(C(=O)OCCCC(=O)OCC(COC(CCCOC(C(CCCCCCCC)CCCCCCCC)=O)=O)COC(NCCN(CC)CC)=O)CCCCCCCC [4-[2-[2-(diethylamino)ethylcarbamoyloxymethyl]-3-[4-(2-octyldecanoyloxy)butanoyloxy]propoxy]-4-oxo-butyl] 2-octyldecanoate